C12C3=C(C(CC1)C2)C(NC3=O)=O norbornene-2,3-dicarboximide